ClC1=CC=C(C(=O)NC(C(=O)C2=CC(=C(C=C2)Cl)F)N2C(N=C(C(=C2)F)NC)=O)C=C1 4-Chloro-N-(2-(4-chloro-3-fluorophenyl)-1-(5-fluoro-4-(methylamino)-2-oxopyrimidin-1(2H)-yl)-2-oxoethyl)benzamide